5-ethynylpicolinonitrile C(#C)C=1C=CC(=NC1)C#N